C(C)(=O)OC1[C@H](OC(C)=O)[C@H](OCC2=CC=CC=C2)[C@](O1)(COCC1=CC=CC=C1)CF 1,2-di-O-acetyl-3,5-di-O-benzyl-4-C-fluoromethyl-D-ribofuranose